3-(dibenzylamino)propionic acid methyl ester COC(CCN(CC1=CC=CC=C1)CC1=CC=CC=C1)=O